CC1(C(C1)CNC(COC1=C2C(N(C(C2=CC=C1)=O)C1C(NC(CC1)=O)=O)=O)=O)C(=O)O methyl-2-[(2-[[2-(2,6-dioxopiperidin-3-yl)-1,3-dioxoisoindol-4-yl]oxy]acetamido)methyl]cyclopropane-1-carboxylic acid